ClC1=CC=C(C=C1)CNC1=CC(=NC=2N1N=C(C2C2=CC(=C(C=C2)OC)OC)C)C N-[(4-chlorophenyl)methyl]-3-(3,4-dimethoxyphenyl)-2,5-dimethyl-pyrazolo[1,5-a]pyrimidin-7-amine